4-(4-amino-6-(4-methacrylamido-phenyl)-7-methyl-7H-pyrrolo[2,3-d]pyrimidin-5-yl)-N-methyl-N-(2,2,2-trifluoroethyl)benzamide NC=1C2=C(N=CN1)N(C(=C2C2=CC=C(C(=O)N(CC(F)(F)F)C)C=C2)C2=CC=C(C=C2)NC(C(=C)C)=O)C